NC=1N=C(C=2N=CN([C@H]3C[C@H](O)[C@@H](CO)O3)C2N1)N 2-amino-deoxyadenosine